C(C)(C)NC(=S)NC(C)C N,N'-di-isopropylthiourea